C(#N)N1[C@H]2[C@@H](C[C@@H]1CC2)NC(C2=CC(=CC=C2)OC2=CC=C(C=C2)C#N)=O N-((1R,2R,4S)-7-cyano-7-azabicyclo[2.2.1]heptan-2-yl)-3-(4-cyanophenoxy)benzamide